C(=O)O.CNC(=O)C1=NN(C(=C1)C(=O)NC=1C=NC=C(C1)C)[C@@H](C)C1=CC=CC=C1 (S)-N3-Methyl-N5-(5-methylpyridin-3-yl)-1-(1-phenylethyl)-1H-pyrazole-3,5-dicarboxamide, formate salt